CC1=CC2=C(N=C(N2)SCC)C=C1 5-methyl-ethylmercaptobenzimidazole